naphthoic acid O=C(O)C1C=CC=C2C=CC=CC=12